OC1=C(C=CC=C1C)C1=NC(=C2N1CCCC2)C2=NC(=CC=C2O)C 2-(3-(2-Hydroxy-3-methylphenyl)-5,6,7,8-tetrahydroimidazo[1,5-a]pyridin-1-yl)-6-methylpyridin-3-ol